N[C@H](C(=O)OC)CCC#C methyl (S)-2-aminohex-5-ynoate